ClC1=C2C=CC=NC2=C(C(=C1)C(NC(CCC)=O)C1=CC(=CC=C1)Cl)OC\C=C(\CC\C=C(\CCC=C(C)C)/C)/C N-((5-chloro-8-(((2E,6E)-3,7,11-trimethyldodeca-2,6,10-trien-1-yl)oxy)quinolin-7-yl)(3-chlorophenyl)methyl)butyramide